methyltetrazinebenzylamine CNCC1=CC=CC=C1C=1N=NN=NC1